(E)-3-(3,4-difluorobenzylidene)-6-fluoro-2,3-dihydropyrrolo[2,1-b]quinazolin-9(1H)-one FC=1C=C(\C=C\2/CCN3C2=NC=2C=C(C=CC2C3=O)F)C=CC1F